2-(2-oxoindolin-3-yl)acetamide O=C1NC2=CC=CC=C2C1CC(=O)N